C(C=C)(=O)[O-].C(C=C)(=O)[O-].C(C1=CC=CC=C1)[Sn+2]CC1=CC=CC=C1 dibenzyl-tin diacrylate